(S)-1-(4-(((R)-1-(3-(difluoromethyl)-2-fluorophenyl)ethyl)amino)quinolin-6-yl)pyrrolidin-3-ol FC(C=1C(=C(C=CC1)[C@@H](C)NC1=CC=NC2=CC=C(C=C12)N1C[C@H](CC1)O)F)F